8-benzyl-3-(4-bromophenyl)-1,4,8-triazaspiro[4.5]deca-1,3-dien C(C1=CC=CC=C1)N1CCC2(N=C(C=N2)C2=CC=C(C=C2)Br)CC1